6-(4-(tert-butyl)phenyl)-2-(4-((2-methoxyethoxy)methoxy)-3-nitrophenyl)-3,4-dihydro-2,7-naphthyridin-1(2H)-one C(C)(C)(C)C1=CC=C(C=C1)C=1C=C2CCN(C(C2=CN1)=O)C1=CC(=C(C=C1)OCOCCOC)[N+](=O)[O-]